C[C@H]1OCCN(C1)C1=CC(NC(=N1)N1[C@H](CCCCC1)CC=1SC=CC1)=O 6-((R)-2-methylmorpholino)-2-((R)-2-(thiophen-2-ylmethyl)azepan-1-yl)pyrimidin-4(3H)-one